N1C2=C(OCC1)C(=NC=C2)C2CCN(CC2)C(=O)OC(C)(C)C tert-butyl 4-(2,3-dihydro-1H-pyrido[3,4-b][1,4]oxazin-5-yl)piperidine-1-carboxylate